[4-(4-pentylcyclohexyl)cyclohexyl] 4-[(E)-3-[2-(2,4-diaminophenyl)ethoxy]-3-oxo-prop-1-enyl]benzoate NC1=C(C=CC(=C1)N)CCOC(/C=C/C1=CC=C(C(=O)OC2CCC(CC2)C2CCC(CC2)CCCCC)C=C1)=O